1-((2-amino-5-bromophenyl)amino)-2-methylpropan-2-ol NC1=C(C=C(C=C1)Br)NCC(C)(O)C